NC=1C2=C(N=CN1)N(C=C2Br)[C@@H]2O[C@@H]([C@H]([C@H]2O)O)C=C (2R,3R,4S,5R)-2-(4-amino-5-bromo-pyrrolo[2,3-d]pyrimidin-7-yl)-5-vinyl-tetrahydrofuran-3,4-diol